5-bromo-2-(bromomethyl)-1,3-difluorobenzene BrC=1C=C(C(=C(C1)F)CBr)F